triphenylcarbon tetrakis-(pentafluorophenyl)borate FC1=C(C(=C(C(=C1[B-](C1=C(C(=C(C(=C1F)F)F)F)F)(C1=C(C(=C(C(=C1F)F)F)F)F)C1=C(C(=C(C(=C1F)F)F)F)F)F)F)F)F.C1(=CC=CC=C1)[C+](C1=CC=CC=C1)C1=CC=CC=C1